(3-((1S,3S)-1-(2,6-difluoro-4-(((S)-1-(3-fluoropropyl)pyrrolidin-3-yl)amino)phenyl)-3-methyl-1,3,4,9-tetrahydro-2H-pyrido[3,4-b]indol-2-yl)bicyclo[1.1.1]pentan-1-yl)methanol FC1=C(C(=CC(=C1)N[C@@H]1CN(CC1)CCCF)F)[C@@H]1N([C@H](CC2=C1NC1=CC=CC=C21)C)C21CC(C2)(C1)CO